6-(3-iodopropyl)-4,7-dimethyl-1,3-dihydro-2H-indene-2,2-dicarboxylic acid dimethyl ester COC(=O)C1(CC2=C(C(=CC(=C2C1)C)CCCI)C)C(=O)OC